FC1=C(C(=C2C=CNC2=C1)S(=O)(=O)C)OC=1C=C(C=CC1)C=1NC(=CN1)C(=O)C1=CC=CC=C1 (2-(3-((6-fluoro-4-(methylsulfonyl)-1H-indol-5-yl)oxy)phenyl)-1H-imidazol-5-yl)(phenyl)methanone